C(C)(C)(C)OC(=O)N1C[C@@H](CCC1)NC1=NC(=CC=C1)N1N(C(C=2C1=NC(=NC2)SC)=O)CC=C tert-butyl-(3R)-3-({6-[6-(methylsulfanyl)-3-oxo-2-(prop-2-en-1-yl)-1H,2H,3H-pyrazolo[3,4-d]pyrimidin-1-yl]pyridin-2-yl}amino)piperidine-1-carboxylate